4-fluoro-1-methyl-4-(pyrrolidinone-1-carbonyl)-4,5-dihydrobenzol FC1(C=CC(=CC1)C)C(=O)N1C(CCC1)=O